4-Methoxy-N-(4-(4-(6-methylpyridin-3-yl)piperazin-1-yl)phenyl)benzamid COC1=CC=C(C(=O)NC2=CC=C(C=C2)N2CCN(CC2)C=2C=NC(=CC2)C)C=C1